CC1=C(OC2=C1C=C(C=C2)S(N(CCC2=CC=CC=C2)C2=CC=C(C=C2)OC2=CC=CC=C2)(=O)=O)C(=O)O 3-methyl-5-(N-(4-phenoxyphenyl)-N-phenethylsulfamoyl)benzofuran-2-carboxylic acid